N1=C(C=CC=C1)C(C)(C1=NC=CC=C1)N1C=C(C2=NC=C(C=C21)C=2C(=NOC2C)C)C=2C=C(C(=O)O)C=CC2OC 3-(1-(1,1-di(pyridin-2-yl)ethyl)-6-(3,5-dimethylisoxazol-4-yl)-1H-pyrrolo[3,2-b]pyridin-3-yl)-4-methoxybenzoic acid